N-(4-benzooxazole-2-yl-phenyl)-N-(4-benzothiophene-2-yl-phenyl)-amine O1C(=NC2=C1C=CC=C2)C2=CC=C(C=C2)NC2=CC=C(C=C2)C=2SC1=C(C2)C=CC=C1